2-methyl-6-phenylpyrimidine CC1=NC(=CC=N1)C1=CC=CC=C1